C1=C2C=3C=C4C=CN=C4CC3CCC2=CC=C1 5,6-dihydrophenanthro[3,2-d]Azole